FC1=CC=2C=3C(C=NC2C=C1OC)=COC(N3)=O 9-fluoro-8-methoxy-2-oxo-2H-[1,3]oxazino[5,4-c]quinoline